(3-{[2-(4-Chlorophenyl)imidazo[1,2-a]pyridin-3-yl]methyl}-3,6-diazabicyclo[3.1.1]hept-6-yl)-(3-ethoxyphenyl)methanon ClC1=CC=C(C=C1)C=1N=C2N(C=CC=C2)C1CN1CC2N(C(C1)C2)C(=O)C2=CC(=CC=C2)OCC